N1(CCC1)CC(=O)N1CC=2N=C(OC2C1)C1=C(C(=CC=C1)Br)C 2-(azetidin-1-yl)-1-(2-(3-bromo-2-methylphenyl)-4,6-dihydro-5H-pyrrolo[3,4-d]oxazol-5-yl)ethan-1-one